[K+].S(=O)(=O)([O-])CCCC=C(C(=O)[O-])C.[K+] 3-sulfopropylmethacrylic acid potassium salt